3-((tert-butyldimethylsilyl)oxy)-8-(3-morpholinoprop-1-yn-1-yl)-6H-benzo[c]chromen-6-one [Si](C)(C)(C(C)(C)C)OC1=CC=C2C3=C(C(OC2=C1)=O)C=C(C=C3)C#CCN3CCOCC3